2-methoxybenzenesulfonyl chloride COC1=C(C=CC=C1)S(=O)(=O)Cl